[Br-].OC1=C(C=C(C=C1)C)C(CC1=CCN(C=C1)C)C1=CC=C(C=C1)C 4-(2-(2-hydroxy-5-methylphenyl)-2-(4-methylphenyl)ethyl)-1-methylpyridine bromide